C(N)(=O)C1=CC(=NC2=C1N=CN=C2N[C@@H]2CN(CCC2)C(=O)OC(C)(C)C)C2=CCC(CC2)N2CCOCC2 tert-butyl (3S)-3-((8-carbamoyl-6-(4-morpholinocyclohex-1-en-1-yl)pyrido[3,2-d]pyrimidin-4-yl)amino)piperidine-1-carboxylate